ClC=1C2=CN(N=C2C=CC1C1=NN(C2=NC(=C(N=C21)CO)N2[C@H]1[C@H]([C@H](C[C@@H]2CC1)NC(OCC1=CC=CC=C1)=O)F)C1OCCCC1)CC Benzyl N-[(1R,2S,3S,5S)-8-[3-(4-chloro-2-ethyl-2H-indazol-5-yl)-5-(hydroxymethyl)-1-(oxan-2-yl)-1H-pyrazolo[3,4-b]pyrazin-6-yl]-2-fluoro-8-azabicyclo[3.2.1]octan-3-yl]carbamate